benzoquinolin-10-olate N1=CC=CC2=CC=C3C(=C12)C(=CC=C3)[O-]